NC1=NC2=CC(=CC=C2C(=C1)NCCCNC(N(C)C)=O)C1=CC=NN1 3-(3-((2-amino-7-(1H-pyrazol-5-yl)quinolin-4-yl)amino)propyl)-1,1-dimethylurea